(R)-3-((1-(5,6-difluoro-1H-indol-3-yl)propan-2-yl)amino)-2,2-difluoropropan-1-ol FC=1C=C2C(=CNC2=CC1F)C[C@@H](C)NCC(CO)(F)F